Cl.NC1=NC=CC(=C1F)CC=1C(=C(C(=C(C(=O)O)C1)NC1=C(C=C(C=C1)I)F)F)F 5-((2-amino-3-fluoropyridin-4-yl)methyl)-3,4-difluoro-2-((2-fluoro-4-iodophenyl)amino)benzoic acid Hydrochloride